CO[Si](O)(CCCOCCCN1CCN(CC1)C)OC 2,2-dimethoxy-8-(4-methylpiperazinyl)methyl-1,6-dioxa-2-silaoctane